[Dy].SCCCCCCCCCCN1CN(C=C1)C 1-10-mercaptodecyl-3-methylimidazol dysprosium